CC1OC(CC(C1)C1=CC=CC(=N1)C=1N=C(SC1)NC(CNC(=O)C1=CN(C=C1)S(=O)(=O)C)=O)C N-[2-[[4-[6-[(cis)-2,6-dimethyltetrahydropyran-4-yl]-2-pyridinyl]thiazol-2-yl]amino]-2-oxo-ethyl]-1-methylsulfonyl-pyrrole-3-carboxamide